tert-butyl N-(3-{[(tert-butoxycarbonyl)amino]methyl}benzoyl)-L-methionylglycyl-N6-[(benzyloxy)carbonyl]-L-lysinate C(C)(C)(C)OC(=O)NCC=1C=C(C(=O)N[C@@H](CCSC)C(=O)NCC(=O)N[C@@H](CCCCNC(=O)OCC2=CC=CC=C2)C(=O)OC(C)(C)C)C=CC1